NC1=NC=CC=C1C1=NC=2C(=NC=C(C2)C2=CC=CC=C2)N1C1=CC=C(CNC(OC(C)(C)C)=O)C=C1 tert-butyl (4-(2-(2-aminopyridin-3-yl)-6-phenyl-3H-imidazo[4,5-b]pyridin-3-yl)benzyl)carbamate